6-chloro-N3-[(5-methanesulfonyl-1H-1,3-benzodiazol-2-yl)methyl]-1,2,4-triazine-3,5-diamine ClC1=C(N=C(N=N1)NCC1=NC2=C(N1)C=CC(=C2)S(=O)(=O)C)N